OC1(OCCC1)C(=O)NC([2H])([2H])[2H] Hydroxy-N-(methyl-d3)tetrahydrofuran-2-carboxamide